NC1=CC=C2CC3(CCN(CC3)C(=O)OC(C)(C)C)C(C2=C1)=O tert-butyl 6-amino-1-oxo-1,3-dihydrospiro[indene-2,4'-piperidine]-1'-carboxylate